N[C@H](C(=O)OC)CC1=C(C=C(C=C1)Br)F methyl (2S)-2-amino-3-(4-bromo-2-fluorophenyl)propanoate